C(#N)C(C)(C)C1=CC=C(C=C1)B(O)O (4-(2-cyanopropan-2-yl)phenyl)boronic acid